OC[C@H](C1=CC=CC=C1)NC1=CC(=NC=C1C=1OC(=NN1)C1=NC=CC=C1)NC1=CC=C2C(=N1)C(OC2O)(C)C 2-((4-(((S)-2-hydroxy-1-phenylethyl)amino)-5-(5-(pyridin-2-yl)-1,3,4-oxadiazol-2-yl)pyridin-2-yl)amino)-7,7-dimethyl-5,7-dihydrofuro[3,4-b]pyridin-5-ol